FC([C@H](C1=CN(C2=CC(=C(C=C12)F)C=1C(=NC=CC1C)C(F)(F)F)CC(C)(C)C)NS(=O)(=O)C1CC1)F N-((1S)-2,2-difluoro-1-(5-fluoro-6-(4-methyl-2-(trifluoromethyl)pyridin-3-yl)-1-neopentyl-1H-indol-3-yl)ethyl)cyclopropanesulfonamide